N-(4-cyano-3-(4,4-difluoropiperidin-1-yl)-5-fluorophenyl)-4-((2-hydroxyethyl)sulfonylamino)-2-(6-azaspiro[2.5]oct-6-yl)benzamide C(#N)C1=C(C=C(C=C1F)NC(C1=C(C=C(C=C1)NS(=O)(=O)CCO)N1CCC2(CC2)CC1)=O)N1CCC(CC1)(F)F